1-(3-(5-bromothiophene-2-carboxamido)cyclohexyl)-2-(pyridin-2-yl)-1H-benzo[d]Imidazole-5-Formamide BrC1=CC=C(S1)C(=O)NC1CC(CCC1)N1C(=NC2=C1C=CC(=C2)C(=O)N)C2=NC=CC=C2